Cl.FC=1C=C(CC=2C=C3C(=CNC3=CC2)N)C=C(C1)F 5-(3,5-Difluorobenzyl)-1H-indol-3-amine hydrochloride